[2-(7-Fluoro-4-methoxy-2-methyl-indol-1-yl)-ethyl]-{6-[5-(1H-tetrazol-5-yl)-thiophen-2-yl]-pyrimidin-4-yl}-amine FC=1C=CC(=C2C=C(N(C12)CCNC1=NC=NC(=C1)C=1SC(=CC1)C1=NN=NN1)C)OC